O=S1(CC(CC1)CNC1=NNC2=NC=CC(=C21)OC2=C(C=C(C=C2)NC(=O)C=2C(N(N=CC2)C2=CC=C(C=C2)F)=O)F)=O N-(4-((3-(((1,1-dioxidotetra-hydrothiophen-3-yl)methyl)amino)-1H-pyrazolo[3,4-b]pyridin-4-yl)oxy)-3-fluorophenyl)-2-(4-fluorophenyl)-3-oxo-2,3-dihydropyridazine-4-carboxamide